ClC1=C(C=CC=C1)N1C(N(C2=NC(=NC=C2C1)N[C@@H]1CC[C@H](CC1)O)C1CN(CCC1)C)=O 3-(2-chlorophenyl)-7-(trans-4-hydroxycyclohexylamino)-1-(1-methylpiperidin-3-yl)-3,4-dihydropyrimido[4,5-d]-pyrimidin-2(1H)-one